FC(C1CC(N(C1)CC(=O)N)=O)F 2-(4-(difluoromethyl)-2-oxopyrrolidin-1-yl)acetamide